6-Cyclopropyl-3-(((S)-7-((R)-2-(3-fluoro-phenyl)piperazine-1-carbonyl)-10-hydroxy-7-aza-spiro[4.5]decan-10-yl)methyl)pyrimidin-4(3H)-one C1(CC1)C1=CC(N(C=N1)C[C@@]1(CCN(CC12CCCC2)C(=O)N2[C@@H](CNCC2)C2=CC(=CC=C2)F)O)=O